amino(dicyclopropyl)acetic acid NC(C(=O)O)(C1CC1)C1CC1